methyl (1R,2S,5S)-3-[(2S)-3,3-dimethyl-2-(thiazol-5-ylamino) butanoyl]-6,6-dimethyl-3-azabicyclo[3.1.0]hexane-2-carboxylate CC([C@@H](C(=O)N1[C@@H]([C@H]2C([C@H]2C1)(C)C)C(=O)OC)NC1=CN=CS1)(C)C